N-[(1R)-1-{4-[4-(hydroxymethyl)pyrimidin-2-yl]phenyl}ethyl]acetamide OCC1=NC(=NC=C1)C1=CC=C(C=C1)[C@@H](C)NC(C)=O